N-((4-(trifluoromethyl)pyridin-2-yl)methyl)-5-(4-(5-((2,3,4-trimethoxybenzyl)carbamoyl)-1,3,4-thiadiazol-2-yl)butyl)-1,3,4-thiadiazole-2-carboxamide FC(C1=CC(=NC=C1)CNC(=O)C=1SC(=NN1)CCCCC=1SC(=NN1)C(NCC1=C(C(=C(C=C1)OC)OC)OC)=O)(F)F